BrC1=CC=C(C=C1)[C@H](CC(=O)O)NC(=O)[C@H]1N(C[C@@H](C1)O)C(C(C(C)C)C1=CC(=NO1)C)=O (3S)-3-(4-bromophenyl)-3-((2S,4R)-4-hydroxy-1-(3-methyl-2-(3-methylisoxazol-5-yl)butanoyl)pyrrolidine-2-carboxamido)propanoic acid